dihydro-1H-2-benzopyran-3-one C1OC(CC2C1=CC=CC2)=O